FC([C@H](OC)C1=C(C=C(C=C1)[C@@H](CC(=O)O)CC)NC=1C=NC(=NC1)C(F)(F)F)(F)F (R)-3-(4-((R)-2,2,2-trifluoro-1-methoxyethyl)-3-((2-(trifluoromethyl)pyrimidin-5-yl)amino)phenyl)pentanoic acid